(3-(Ethylamino)azetidin-1-yl)(5-(4-(trifluoromethyl)phenoxy)naphthalen-2-yl)methanone C(C)NC1CN(C1)C(=O)C1=CC2=CC=CC(=C2C=C1)OC1=CC=C(C=C1)C(F)(F)F